CC1(CCN(CC1)C(=O)OC(C(F)(F)F)C(F)(F)F)N(CC1=C(C=C(C=C1)C(F)(F)F)N1CCOCC1)C 1,1,1,3,3,3-Hexafluoropropan-2-yl 4-methyl-4-(methyl(2-morpholino-4-(trifluoromethyl)benzyl)amino)piperidine-1-carboxylate